CS(=O)(=O)N1CCN(CC1)CC=1SC=2N=C(N=C(C2N1)N1CCOCC1)N1N=C(C=C1)C=1C=C(C=CC1)C 4-(2-((4-(methylsulfonyl)piperazin-1-yl)methyl)-5-(3-(m-tolyl)-1H-pyrazol-1-yl)thiazolo[5,4-d]pyrimidin-7-yl)morpholine